[(2S)-tetrahydrofuran-2-ylmethyl]spiro[cyclopropane-1,4'-furo[2,3-g]indazole]-2',7'(5'H)-dicarboxamide O1[C@@H](CCC1)CC=1N(N=C2C3=C(CC4(C12)CC4)OC(=C3)C(=O)N)C(=O)N